tert-butyl N-[2-[2-[2-[2-[2-[2-(2-azidoethoxy)ethoxy]ethoxy] ethoxy]ethoxy]ethoxy]ethyl]-N-methyl-carbamate N(=[N+]=[N-])CCOCCOCCOCCOCCOCCOCCN(C(OC(C)(C)C)=O)C